NCC1=CC=C(S1)C=1C=C(C=C(C1)C=1C=NN(C1)C)C(C)NC(C1=C(C=CC(=C1)CNS(=O)(=O)C)C)=O N-(1-(3-(5-(aminomethyl)thiophen-2-yl)-5-(1-methyl-1H-pyrazol-4-yl)phenyl)ethyl)-2-methyl-5-(methylsulfonamidomethyl)benzamide